6-METHYL-2-(7-METHYLIMIDAZO[1,2-A]PYRIDIN-6-YL)-N-(2-PHENYLBUTYL)PYRIMIDIN-4-AMINE CC1=CC(=NC(=N1)C=1C(=CC=2N(C1)C=CN2)C)NCC(CC)C2=CC=CC=C2